BrC1=CC(=NC=N1)NCC=1N=C2N(C=C(C=C2N2CCN(CC2)C)C2CC2)C1 6-bromo-N-((6-cyclopropyl-8-(4-methylpiperazin-1-yl)imidazo[1,2-a]pyridin-2-yl)methyl)pyrimidin-4-amine